2-[4-(trifluoromethyl)phenyl]propan-1-one FC(C1=CC=C(C=C1)C(C=O)C)(F)F